tert-butyl ((1S,3R)-3-((5-nitro-2-(2H-1,2,3-triazol-2-yl)pyridin-4-yl)amino)cyclohexyl)carbamate [N+](=O)([O-])C=1C(=CC(=NC1)N1N=CC=N1)N[C@H]1C[C@H](CCC1)NC(OC(C)(C)C)=O